OC1=CC=C(C=C1)C(C)(C)C1=CC(=CC=C1)C(C)(C)C1=CC=C(C=C1)O α,α'-bis(4-hydroxyphenyl)-1,3-diisopropylbenzene